ClC1=CC(=NC(=C1)C(C)C)N1N=C(C=C1C(C)C)C(C)C 4-chloro-2-(3,5-diisopropylpyrazol-1-yl)-6-isopropylpyridine